Ethyl 2-chloro-4-(((3aR,6aS)-hexahydro-1H-spiro[pentalene-2,2'-[1,3]dioxolan]-5-yl)amino)pyrimidine-5-carboxylate ClC1=NC=C(C(=N1)NC1C[C@@H]2CC3(OCCO3)C[C@@H]2C1)C(=O)OCC